(S)-2-(3-((4-(3-((2-(1-hydroxyethyl)-1H-imidazol-1-yl)methyl)isoxazole-5-yl)phenyl)ethynyl)phenoxy)acetonitrile O[C@@H](C)C=1N(C=CN1)CC1=NOC(=C1)C1=CC=C(C=C1)C#CC=1C=C(OCC#N)C=CC1